(R)-3-(1,1-difluoroethyl)pyrrolidine-1-carboxylic acid tert-butyl ester C(C)(C)(C)OC(=O)N1C[C@@H](CC1)C(C)(F)F